(6S)-17-amino-12,12-dimethyl-6,15-bis(trifluoromethyl)-19-oxa-3,4,13,18-tetrazatricyclo[12.3.1.12,5]nonadeca-1(18),2,4,14,16-pentaen-6-ol NC1=CC(=C2NC(CCCCC[C@@](C3=NN=C(C1=N2)O3)(O)C(F)(F)F)(C)C)C(F)(F)F